bis(cyclopentadienyl)dineopentyl-zirconium C1(C=CC=C1)[Zr](CC(C)(C)C)(CC(C)(C)C)C1C=CC=C1